ClC1=NC(=NC=N1)C1=C(N(C2=CC=CC=C12)C)C=1CCOCC1 3-(4-chloro-1,3,5-triazin-2-yl)-2-(3,6-dihydro-2H-pyran-4-yl)-1-methyl-1H-indole